(3-((benzyloxy)methyl)-4-ethyl-5-oxo-4,5-dihydro-1H-1,2,4-triazol-1-yl)-5-fluoro-2-iodobenzoic acid C(C1=CC=CC=C1)OCC1=NN(C(N1CC)=O)C=1C(=C(C(=O)O)C=C(C1)F)I